NC1=C2N=CN(C2=NC=N1)C[C@@H](C)OCP(OCCCSCCCCCCCCCCCCCCCC(F)(F)F)(O)=O 3-((16,16,16-trifluorohexadecyl)thio)propyl hydrogen ((((R)-1-(6-amino-9H-purin-9-yl)propan-2-yl)oxy)methyl)phosphonate